1,1-bis(4-tert-butylphenyl)silacyclobutane C(C)(C)(C)C1=CC=C(C=C1)[Si]1(CCC1)C1=CC=C(C=C1)C(C)(C)C